C(C=C)(=O)OC1C2C=CC(C1O)C2 5-acryloyloxy-6-hydroxynorbornene